2-(1H-tetrazol-5-yl)pyrimidine N1N=NN=C1C1=NC=CC=N1